OC1=C(C=C(C=C1C(C)(C)CC)C(C)(C)CC)N1N=C2C(=N1)C=CC(=C2)C(C)(C)CC 2-(2'-hydroxy-3,5'-di-tert-amylphenyl)-5-tert-amylbenzotriazole